FC1=CC=C2C3(C(NC2=C1)=O)CC3 6'-FLUOROSPIRO[CYCLOPROPANE-1,3'-INDOLINE]-2'-ONE